acetic acid n-butylester C(CCC)OC(C)=O